ClC1=C(CNC(=O)N2[C@@H](CN(C[C@H]2C)C2=C(C=NC=C2)F)C)C=CC=C1 (2R,6R)-N-(2-Chlorobenzyl)-4-(3-fluoropyridin-4-yl)-2,6-dimethylpiperazine-1-carboxamide